(1R,3R)-3-((tert-butoxycarbonyl)amino)-1-(2,2-difluoroethyl)cyclopentane-1-carboxylic acid methyl ester COC(=O)[C@]1(C[C@@H](CC1)NC(=O)OC(C)(C)C)CC(F)F